OCC1CCN(CC1)C1=CC=C(C=N1)N1C(N=CC=C1)=O 1-{6-[4-(hydroxymethyl)piperidin-1-yl]pyridin-3-yl}-1,3-diazinon